tert-Butyl-3-(4-amino-3-fluorophenoxy)-1H-pyrazole-1-carboxylate C(C)(C)(C)OC(=O)N1N=C(C=C1)OC1=CC(=C(C=C1)N)F